(R)-N-(5-(difluoromethoxy)-1H-pyrazol-3-yl)-6-((1-methylazepan-4-yl)oxy)pyrazin-2-amine FC(OC1=CC(=NN1)NC1=NC(=CN=C1)O[C@H]1CCN(CCC1)C)F